(+-)-(1S,5R)-1,5-dimethyl-3-((trimethylsilyl)oxy)-8-azabicyclo[3.2.1]oct-2-ene-8-carboxylic acid tert-butyl ester C(C)(C)(C)OC(=O)N1[C@@]2(C=C(C[C@]1(CC2)C)O[Si](C)(C)C)C |r|